C1NCCC2=CC=C(C=C12)OC1=C2C(=NC=C1)NC=C2C2=CC(=NC=C2)NCC=2SC=CN2 4-(4-((1,2,3,4-tetrahydroisoquinolin-7-yl)oxy)-1H-pyrrolo[2,3-b]pyridin-3-yl)-N-(thiazol-2-ylmethyl)pyridin-2-amine